C(C)(C)(C)OC(=O)N[C@@H](C(=O)OC(C)(C)C)CCCI tert-butyl (R)-2-((tert-butoxycarbonyl)amino)-5-iodopentanoate